CC\C=C\CCC (E)-3-Heptene